C1(=CC=CC=C1)S(=O)(=O)N1C=CC=2C1=NC=CC2C2=CC=C(NC([C@@H](CC1=CC=C(C=C1)O)NC(OC(C)(C)C)=O)=O)C=C2 tert-Butyl N-[(1R)-2-[4-[1-(benzenesulfonyl)pyrrolo[2,3-b]pyridin-4-yl]anilino]-1-[(4-hydroxyphenyl)methyl]-2-oxo-ethyl]carbamate